methyl N-[4-[6-[(4-chlorophenyl)-methyl-carbamoyl]-7-fluoro-imidazo[1,2-a]pyridin-3-yl]phenyl]carbamate ClC1=CC=C(C=C1)N(C(=O)C=1C(=CC=2N(C1)C(=CN2)C2=CC=C(C=C2)NC(OC)=O)F)C